OC1=CC=C(C=C1)C1(CC(=CC=C1)C=1C=NC=CC1)\C=C\C(=O)C1=CC=CC=C1 1-(4-hydroxyphenyl)-3-(pyridin-3-yl)chalcone